CC1(CN(C1)CC(=O)NC=1C=C(C(=NC1)C)NC(=O)C=1C=NN2C1SC(=C2)C2=CN(C=C2)S(=O)(=O)C)C N-(5-(2-(3,3-dimethylazetidin-1-yl)acetamido)-2-methylpyridin-3-yl)-2-(1-(methylsulfonyl)-1H-pyrrol-3-yl)pyrazolo[5,1-b]thiazole-7-carboxamide